(S)-7-(tert-butyl)-N-((R)-1-(6-(3,3-dioxido-1,3,4-oxathiazinan-4-yl)pyridin-3-yl)-3-(4-hydroxypiperidin-1-yl)propyl)-5,6,7,8-tetrahydrothiazolo[5,4-b]quinoline-2-carboxamide C(C)(C)(C)[C@@H]1CC=2C=C3C(=NC2CC1)SC(=N3)C(=O)N[C@H](CCN3CCC(CC3)O)C=3C=NC(=CC3)N3S(COCC3)(=O)=O